C[C@H]1N(CCOC1)C1=NN2C(C(=N1)C1=CC=NN1C)=CN=C2C2=NNC=C2 (R)-3-methyl-4-(4-(1-methyl-1H-pyrazol-5-yl)-7-(1H-pyrazol-3-yl)imidazo[5,1-f][1,2,4]triazin-2-yl)morpholine